3-(2-chloropyridin-4-yl)-1-(2,2-difluoroethyl)-1H-indazole-5-carboxylic acid ClC1=NC=CC(=C1)C1=NN(C2=CC=C(C=C12)C(=O)O)CC(F)F